OC(CCC[C@@H](OC(C)C)[C@H]1N(C(OC1)(C)C)C(=O)OC(C)(C)C)C1=CN=C2C(=N1)N(C(=C2)C2(CC2)C(F)(F)F)C tert-butyl (4S)-4-[(1R)-5-hydroxy-1-isopropoxy-5-[5-methyl-6-[1-(trifluoromethyl)cyclopropyl]pyrrolo[2,3-b]pyrazin-3-yl]pentyl]-2,2-dimethyl-oxazolidine-3-carboxylate